(3S)-6,6-dimethyl-3-{[2-(pyridin-2-yl)-5H,6H,7H-cyclopenta[d]pyrimidin-4-yl]amino}piperidin-2-one CC1(CC[C@@H](C(N1)=O)NC=1C2=C(N=C(N1)C1=NC=CC=C1)CCC2)C